[Br-].C[N+]=1NN=CC1 methyltriazolium bromid